methyl-(1R,2S,5S)-6,6-dimethyl-3-(2-(4-(trifluoromethoxy)phenoxy)acetyl)-3-azabicyclo[3.1.0]hexane-2-amide C[C@]12[C@H](N(C[C@H]2C1(C)C)C(COC1=CC=C(C=C1)OC(F)(F)F)=O)C(=O)N